trisilicon hydroxypropanesulfonic acid OC(CC)S(=O)(=O)O.[Si].[Si].[Si]